ClC=1C=C2C(C(=CN(C2=NC1N1CC2=NC=CC=C2C1)CC1=CC=NC=C1)C(=O)O)=O 6-chloro-7-(5,7-dihydro-6H-pyrrolo[3,4-b]pyridin-6-yl)-4-oxo-1-(pyridin-4-ylmethyl)-1,4-dihydro-1,8-naphthyridine-3-carboxylic acid